FC(C(=O)O)(F)F.C(N)(=O)C1=[N+](C=CC(=C1)C1CNCCC1(F)F)[O-] 2-carbamoyl-4-(4,4-difluoropiperidin-3-yl)pyridine 1-oxide trifluoroacetic acid salt